bis(pyridine) iodine [I].N1=CC=CC=C1.N1=CC=CC=C1